C(C)(=O)N[C@@H]1[NH2+]C[C@@H]([C@@H]([C@@H]1O)O)CO (2r,3r,4s,5r)-2-acetamido-3,4-dihydroxy-5-hydroxymethyl-piperidinium